(2S)-N-{(3S)-4-[2-(4-chloro-3-fluorophenoxy)acetamido]-3-hydroxybicyclo[2.2.2]oct-1-yl}-6-fluoro-3,4-dihydro-2H-1-benzopyran-2-carboxamide ClC1=C(C=C(OCC(=O)NC23[C@H](CC(CC2)(CC3)NC(=O)[C@H]3OC2=C(CC3)C=C(C=C2)F)O)C=C1)F